(1-methylvinyl)stannane CC(=C)[SnH3]